N-(2-oxo-2-phenylethyl)-N-phenyl-benzamide O=C(CN(C(C1=CC=CC=C1)=O)C1=CC=CC=C1)C1=CC=CC=C1